1-benzyl-N-(4-carbamimidoyl-benzyl)-1H-pyrazole-4-carboxamide acetate C(C)(=O)O.C(C1=CC=CC=C1)N1N=CC(=C1)C(=O)NCC1=CC=C(C=C1)C(N)=N